N-[(4-bromo-3-nitro-phenyl)methyl]-N-(4,4-difluoro-1,1-dioxo-3,4-dihydro-2H-1λ6-benzothiopyran-8-yl)pyridine-3-carboxamide BrC1=C(C=C(C=C1)CN(C(=O)C=1C=NC=CC1)C1=CC=CC=2C(CCS(C21)(=O)=O)(F)F)[N+](=O)[O-]